3-(2,5-dioxopyrrol-1-yl)propanoic acid O=C1N(C(C=C1)=O)CCC(=O)O